N-(5-(((1r,3r)-3-((tert-butyldimethylsilyl)oxy)cyclobutyl)methoxy)-1,3,4-thiadiazol-2-yl)-2'-chloro-5'-methoxy-6-methyl-[4,4'-bipyridine]-3-carboxamide [Si](C)(C)(C(C)(C)C)OC1CC(C1)COC1=NN=C(S1)NC(=O)C=1C=NC(=CC1C1=CC(=NC=C1OC)Cl)C